CC1=CC=2N(N=C1N1CC=3C=C(C=NC3CC1)C1=NC=CC=C1)C(C=CN2)=O 8-methyl-7-(3-(pyridin-2-yl)-7,8-dihydro-1,6-naphthyridin-6(5H)-yl)-4H-pyrimido[1,2-b]pyridazin-4-one